toluenesulfonyl-guanosine C(C1=CC=CC=C1)S(=O)(=O)[C@@]1([C@H](O)[C@H](O)[C@@H](CO)O1)N1C=NC=2C(=O)NC(N)=NC12